((S)-1-(((S)-1-hydroxy-3-((S)-2-oxopyrrolidin-3-yl)propan-2-yl)amino)-4-methyl-1-oxopent-2-yl)carbamic acid 4-isopropylcyclohexyl ester C(C)(C)C1CCC(CC1)OC(N[C@H](C(=O)N[C@H](CO)C[C@H]1C(NCC1)=O)CC(C)C)=O